tert-butyl (2ξ)-2-[(7R)-1-chloro-7-methyl-2-oxo-7,8-dihydro-2H-[3]benzoxocino[5,6-c]pyridin-3(5H)-yl]-2,3,5-trideoxy-4-O-(difluoromethyl)-L-glycero-pentonate ClC1=C2C(=CN(C1=O)C(C(=O)OC(C)(C)C)C[C@@H](OC(F)F)C)CO[C@@H](CC1=C2C=CC=C1)C